((tert-butyldimethylsilyl) oxy)-7-fluoronaphthalen-2-yl trifluoromethanesulfonate FC(S(=O)(=O)OC1=C(C2=CC(=CC=C2C=C1)F)O[Si](C)(C)C(C)(C)C)(F)F